ClC1=C2C(N(C(NC2=C(C=C1)S(=O)(=O)C1=CC(=C2C=NN(C2=C1)CCF)F)=O)O)=O 5-chloro-8-((4-fluoro-1-(2-fluoroethyl)-1H-indazol-6-yl)sulfonyl)-3-hydroxyquinazoline-2,4(1H,3H)-dione